N1-(2-(3-aminopropyl)-5-chloro-6-(2-fluorophenyl)-2H-indazol-3-yl)benzene-1,3-diamine NCCCN1N=C2C=C(C(=CC2=C1NC1=CC(=CC=C1)N)Cl)C1=C(C=CC=C1)F